N1=CC=C(C=C1)NC1=NC(=NC(=N1)N)N (4-pyridinyl)-1,3,5-triazine-2,4,6-triamine